C(C)(=O)C1=NN(C2=CC=C(C=C12)C=1C=NC(=NC1)N(C)C)CC(=O)N1[C@@H]2C[C@@]2(C[C@H]1C(=O)NC1=NC(=CC=C1C)Br)C (1R,3S,5R)-2-(2-(3-acetyl-5-(2-(dimethylamino)pyrimidin-5-yl)-1H-indazol-1-yl)acetyl)-N-(6-bromo-3-methylpyridin-2-yl)-5-methyl-2-azabicyclo[3.1.0]hexane-3-carboxamide